CN(S(=O)(=O)C1=CC=C(C=C1)N1N=C(C(C1=O)C(=O)[O-])C)C 1-(4-(N,N-dimethylsulfamoyl)phenyl)-3-methyl-5-oxo-4,5-dihydro-1H-pyrazole-4-carboxylate